CC1CCC(CN1)N 6-methylpiperidin-3-amine